3-methyl-6-phenyl-5'-(trifluoromethyl)-[2,3'-bipyridin]-5-amine CC=1C(=NC(=C(C1)N)C1=CC=CC=C1)C=1C=NC=C(C1)C(F)(F)F